(3S,4R)-3-{[(tert-butoxy)carbonyl]amino}-4-hydroxypiperidine-1-carboxylic acid benzyl ester C(C1=CC=CC=C1)OC(=O)N1C[C@@H]([C@@H](CC1)O)NC(=O)OC(C)(C)C